4-[5-(3-hydroxy-1-naphthyl)-1-methyl-2-(2-prop-2-enoyl-2-azaspiro[3.3]heptan-6-yl)imidazol-4-yl]-N-(2-morpholinoethyl)benzamide OC=1C=C(C2=CC=CC=C2C1)C1=C(N=C(N1C)C1CC2(CN(C2)C(C=C)=O)C1)C1=CC=C(C(=O)NCCN2CCOCC2)C=C1